CC=1C=NN(C1)C1=CC(=NC=N1)N1CCC2(C(N3[C@H](O2)CC[C@H]3C3=CC=CC=C3)=O)CC1 (5'S,7a'R)-1-[6-(4-methyl-1H-pyrazol-1-yl)pyrimidin-4-yl]-5'-phenyltetrahydro-3'H-spiro[piperidine-4,2'-pyrrolo[2,1-b][1,3]oxazol]-3'-one